C(C)(=O)C=1C(OC2=C(C1N1CCOCC1)C=CC(=C2)NC2=NC=CC(=N2)C2=C(C=CC=C2)OC(C)C)=O 3-acetyl-7-{[4-(2-isopropoxyphenyl)pyrimidin-2-yl]amino}-4-morpholinyl-2H-benzopyran-2-one